C[SiH](Cl)C1=CC=CC=C1 methyl-phenylchlorosilane